BrC=1C=C(C=C(C1)Cl)C=1C(=C(C=C(C1)C(C)(CC(C)(C)C)C)N1C2=CC=C(C=C2C=2C=C(C=CC12)C(C)(C)C)C(C)(C)C)O 3'-bromo-5'-chloro-3-(3,6-di-tert-butyl-9H-carbazol-9-yl)-5-(2,4,4-trimethylpentan-2-yl)biphenyl-2-ol